(S)-pyrrolidin-3-yl 6-(5-(6-methylpyridin-2-yl)-1H-pyrazol-4-yl)quinoline-3-carboxylate CC1=CC=CC(=N1)C1=C(C=NN1)C=1C=C2C=C(C=NC2=CC1)C(=O)O[C@@H]1CNCC1